ClC=1C=C2C(=CNC2=CC1)C=1C=NC=NC1 5-chloro-3-(pyrimidin-5-yl)-indole